aminobenzoic acid tetraethylammonium salt C(C)[N+](CC)(CC)CC.NC1=C(C(=O)[O-])C=CC=C1